(R)-3,5'-dichloro-4-(((R)-3,5-difluoropyridin-2-yl)ethoxy)-2'-(2-(2-hydroxypropan-2-yl)thiazol-4-yl)-6-methyl-2H-[1,4'-bipyridin]-2-one ClC=1C(N(C(=CC1OCCC1=NC=C(C=C1F)F)C)C1=CC(=NC=C1Cl)C=1N=C(SC1)C(C)(C)O)=O